6-(2-chlorophenyl)-2-((3-methyl-4-(4-methylpiperazin-1-yl)phenyl)amino)-8-(1-propionylpiperidin-4-yl)pyrido[2,3-d]pyrimidin-7(8H)-one ClC1=C(C=CC=C1)C1=CC2=C(N=C(N=C2)NC2=CC(=C(C=C2)N2CCN(CC2)C)C)N(C1=O)C1CCN(CC1)C(CC)=O